FC1=C(C=CC=C1)NC1=NC=2C(N=C1NC=1C=C(C=CC1)C)=NON2 N5-(2-fluorophenyl)-N6-(m-tolyl)-[1,2,5]oxadiazolo[3,4-b]pyrazine-5,6-diamine